3,5-dibromo-1-(3-(difluoromethoxy)phenyl)-1H-pyrazole BrC1=NN(C(=C1)Br)C1=CC(=CC=C1)OC(F)F